3-methyl-amino-1-propanol CCCC(O)N